3-{[3-(8-{[(3S,4R)-3-fluoro-1-(oxetan-3-yl)piperidin-4-yl]amino}-3-[(trifluoromethyl)sulfanyl]indolizin-2-yl)prop-2-yn-1-yl]amino}-4-methoxy-N-methylbenzamide F[C@H]1CN(CC[C@H]1NC1=CC=CN2C(=C(C=C12)C#CCNC=1C=C(C(=O)NC)C=CC1OC)SC(F)(F)F)C1COC1